O[C@@H]1[C@@H]2C=CC(C2=C(C2(CC2)C12OCCO2)C)=O (3a'R,4'R)-4'-hydroxy-7'-methyl-3a',4'-dihydro-1'H-dispiro[cyclopropane-1,6'-indene-5',2''-[1,3]dioxolan]-1'-one